5-[4-amino-5-(trifluoromethyl)pyrrolo[2,1-f][1,2,4]triazin-7-yl]-4-fluoro-N-[(3R,4S)-4-fluoro-1-(3-fluorocyclobutanecarbonyl)pyrrolidin-3-yl]-2-methylbenzamide NC1=NC=NN2C1=C(C=C2C=2C(=CC(=C(C(=O)N[C@@H]1CN(C[C@@H]1F)C(=O)C1CC(C1)F)C2)C)F)C(F)(F)F